C(#N)C=1C=C(C=C2CC(CC12)CNCCC1CN(C(O1)=O)C1=NC2=C(OCC(N2)=O)N=C1)NC(C(C)(C)O)=O N-[7-cyano-2-[[2-[2-oxo-3-(3-oxo-4H-pyrazino[2,3-b][1,4]oxazin-6-yl)oxazolidin-5-yl]ethylamino]methyl]indan-5-yl]-2-hydroxy-2-methyl-propanamide